CC=1N=C(SC1)C(=O)N 4-methylthiazole-2-carboxamide